3-(3-hydroxypropyl)-2-methyl-benzothiazolium tosylate S(=O)(=O)([O-])C1=CC=C(C)C=C1.OCCC[N+]1=C(SC2=C1C=CC=C2)C